FC=1C=C(CN(C=2C(C(C2NC2=CC=C(C=C2)C2=NOC(=N2)C(F)(F)F)=O)=O)C)C=C(C1)F 3-((3,5-difluorobenzyl)(methyl)amino)-4-((4-(5-(trifluoromethyl)-1,2,4-oxadiazol-3-yl)phenyl)amino)cyclobut-3-ene-1,2-dione